C1(CCCC1)C(C(=O)O)C=C 2-cyclopentyl-3-butenoic acid